N=1NC=C(C1)C(=O)O Pyrazole-4(2H)-carboxylic acid